ethyl (2-cyano-2-(2-(3,5-dichloro-4-((1-oxo-2-(thiazol-2-yl)-1,2,3,4-tetrahydroisoquinolin-6-yl)oxy)phenyl)hydrazono) acetyl)carbamate C(#N)C(C(=O)NC(OCC)=O)=NNC1=CC(=C(C(=C1)Cl)OC=1C=C2CCN(C(C2=CC1)=O)C=1SC=CN1)Cl